C[C@@H]1C=2N(CCN1)C(=NN2)C=2SC1=C(N2)C=CC=C1 (R)-2-(8-Methyl-5,6,7,8-tetrahydro-[1,2,4]triazolo[4,3-a]pyrazin-3-yl)benzo[d]thiazole